2,2'-(1-(5-(morpholinomethyl)furan-2-yl)propane-1,2-diyl)bis(N-methylhydrazine-1-thiocarboxamide) O1CCN(CC1)CC1=CC=C(O1)C(C(C)NNC(NC)=S)NNC(NC)=S